(2s,3s,4r,5r)-N-ethyl-3,4-dihydroxy-5-(2-(6-methoxypyridin-3-yl)-6-(methylamino)-9H-purin-9-yl)tetrahydrofuran-2-carboxamide C(C)NC(=O)[C@H]1O[C@H]([C@@H]([C@@H]1O)O)N1C2=NC(=NC(=C2N=C1)NC)C=1C=NC(=CC1)OC